C1(CCCCC1)NC=1C2=C(N=C(N1)NC1=CC=C(C=C1)C1=CC=NN1C)NC=C2C#N 4-(cyclohexylamino)-2-((4-(1-methyl-1H-pyrazol-5-yl)phenyl)amino)-7H-pyrrolo[2,3-d]pyrimidine-5-carbonitrile